BrC=1C=C(C(=C(C1)F)C#C)F 5-bromo-2-ethynyl-1,3-difluorobenzene